2-((3-chlorophenyl)amino)ethan-1-ol ClC=1C=C(C=CC1)NCCO